3-[5-(4-amino-6-chloro-pyridazin-3-yl)-2-chloro-4-fluoro-phenyl]-5-methyl-4H-isoxazole-5-carboxylic acid ethyl ester C(C)OC(=O)C1(CC(=NO1)C1=C(C=C(C(=C1)C=1N=NC(=CC1N)Cl)F)Cl)C